ClC=1C(=NC(=NC1)NC1=C(C=C2CCN(CC2=C1)C)OC)N1CC2(C(C1)C(=O)O)CCCCC2 2-(5-chloro-2-((6-methoxy-2-methyl-1,2,3,4-tetrahydroisoquinolin-7-yl)amino)pyrimidin-4-yl)-2-azaspiro[4.5]decane-4-carboxylic acid